BrC1=C(C=2C3=C(C(NC2C(=C1)F)(C)C)N=CN3C)C 8-bromo-6-fluoro-1,4,4,9-tetramethyl-4,5-dihydro-1H-imidazo[4,5-c]quinoline